S(=O)(=O)(Cl)Cl Sulphonoyl dichloride